C(C1=CC(O)=C(O)C(O)=C1)(=[Te])[O-] tellurogallate